FC1=C(C=CC=C1)CCCC1=C(C=CC=C1)F 1,3-Bis(2-fluorophenyl)propane